C(#N)C=1C=C(C=CC1N=CN(C)C)N1CCN(CC1)C(=O)OC(C)(C)C tert-butyl 4-(3-cyano-4-(((dimethylamino)methylene)-amino)phenyl)piperazine-1-carboxylate